C(C)C1=NN(C2=NC(=NC(=C21)N[C@H](C)C2=CC=CC=C2)C2=CC=C(C#N)C=C2)C (R)-4-(3-ethyl-1-methyl-4-((1-phenylethyl)amino)-1H-pyrazolo[3,4-d]pyrimidin-6-yl)benzonitrile